(4-bromo-5-fluoro-2-methoxyphenyl)-2-oxo-1,2-dihydroquinoline-6-sulfonic acid perfluorophenyl ester FC1=C(C(=C(C(=C1F)F)F)F)OS(=O)(=O)C=1C=C2C=CC(N(C2=CC1)C1=C(C=C(C(=C1)F)Br)OC)=O